O=C1N(CCC(N1)=O)C=1C=C(CN2CCN(CC2)C2CCN(CC2)C2=CC=C3CN(C(C3=C2)=O)C(C(=O)NC=2SC=CN2)C2=C(C=CC(=C2)F)O)C=CC1 2-(6-(4-(4-(3-(2,4-dioxotetrahydropyrimidin-1(2H)-yl)benzyl)piperazin-1-yl)piperidin-1-yl)-1-oxoisoindolin-2-yl)-2-(5-fluoro-2-hydroxyphenyl)-N-(thiazol-2-yl)acetamide